C(C)N1C(C(NCC1)=O)=O N-ethyl-2,3-diketopiperazine